C1(CC1)C=1C=C(OC=2C=NC=3N(C2C(=O)OC)N=CN3)C=CC1 methyl 6-(3-cyclopropylphenoxy)-[1,2,4]triazolo[1,5-a]pyrimidine-7-carboxylate